isopropyl(methyl)((4-(5-(trifluoromethyl)-1,2,4-oxadiazol-3-yl)phenyl)imino)-λ6-sulfanone C(C)(C)S(=O)(=NC1=CC=C(C=C1)C1=NOC(=N1)C(F)(F)F)C